C1(CC1)C=1N=NN(C1)[C@H](C(=O)N1[C@@H](C[C@H](C1)O)C(=O)NC1C(N(CC1)C1=CC=C(C=C1)C(F)(F)F)=O)C(C)(C)C (2S,4r)-1-[(2S)-2-(4-cyclopropyl-triazol-1-yl)-3,3-dimethyl-butyryl]-4-hydroxy-N-[2-oxo-1-[4-(trifluoromethyl)phenyl]pyrrolidin-3-yl]pyrrolidine-2-carboxamide